1-((1s,3s)-3-(dibenzylamino)cyclobutyl)-3,7-dihydro-4H-pyrrolo[3',2':5,6]pyrido[3,4-d][1,2,3]diazaborinin-4-ol C(C1=CC=CC=C1)N(C1CC(C1)C=1C2=C(B(NN1)O)C=NC1=C2C=CN1)CC1=CC=CC=C1